3-Bromomethyl-2-chloro-4-methylsulfonylbenzoic acid BrCC=1C(=C(C(=O)O)C=CC1S(=O)(=O)C)Cl